CC1=C(C2=C(S1)C=CC=C2)B(O)O (2-methylbenzo[b]thiophen-3-yl)boronic acid